Cl.CNC[C@H]1OCCC2=C(C=CC=C12)C1=CN=NC=C1 |o1:4| rel-(S)-N-Methyl-1-(5-(pyridazin-4-yl)isochroman-1-yl)methanamine hydrochloride salt